N-(cyclopropylmethyl)-7-methoxy-6-[(2-methoxypyridin-3-yl)methoxy]-1H,2H,3H-cyclopenta[b]quinolin-9-amine C1(CC1)CNC1=C2C(=NC=3C=C(C(=CC13)OC)OCC=1C(=NC=CC1)OC)CCC2